9,10-diphenylethynylanthracene C1(=CC=CC=C1)C=1C2=CC=CC=C2C(=C2C=CC=C(C12)C#C)C1=CC=CC=C1